C(C)[C@]1(CC[C@@]2([C@H]3CC[C@@]4([C@H](CC[C@H]4[C@@H]3CC[C@@H]2C1)[C@H](C)[C@@H](CC)O)C)C)O (3R,5R,8R,9S,10S,13S,14S,17R)-3-ethyl-17-((2S,3R)-3-hydroxypentan-2-yl)-10,13-dimethylhexadecahydro-1H-cyclopenta[a]phenanthren-3-ol